(2,6-dichloropyridin-4-yl)methyl (2-([1,1'-biphenyl]-4-yl)ethyl)glycinate hydrochloride Cl.C1(=CC=C(C=C1)CCNCC(=O)OCC1=CC(=NC(=C1)Cl)Cl)C1=CC=CC=C1